Sodium (2S,5R)-N'-(morpholin-4-ylcarbonyl)-7-oxo-6-(sulfooxy)-1,6-diazabicyclo[3.2.1]octane-2-carbohydrazide N1(CCOCC1)C(=O)NNC(=O)[C@H]1N2C(N([C@H](CC1)C2)OS(=O)(=O)O)=O.[Na]